bis(2,4-cyclopentadienyl)bis[2,6-difluoro-3-(1-pyrryl)phenyl]titanium (IV) C1(C=CC=C1)[Ti](C1=C(C(=CC=C1F)N1C=CC=C1)F)(C1=C(C(=CC=C1F)N1C=CC=C1)F)C1C=CC=C1